5-chloro-1'-[2-({7-oxo-8-[(cis)-3-hydroxy-3-methylcyclobutyl]-5,6,7,8-tetrahydro-1,8-naphthyridin-3-yl}oxy)(1,1,2,2-2H4)ethyl]-1,2-dihydrospiro[indole-3,4'-piperidin]-2-one ClC=1C=C2C(=CC1)NC(C21CCN(CC1)C(C([2H])([2H])OC=1C=NC=2N(C(CCC2C1)=O)C1CC(C1)(C)O)([2H])[2H])=O